tert-Butyl N-[(1R)-2-[(4aR,8aS)-3,4,4a,5,6,7,8,8a-octahydro-2H-quinolin-1-yl]-1-[[benzyl(methyl)amino]methyl]-2-oxo-ethyl]carbamate N1(CCC[C@H]2CCCC[C@H]12)C([C@@H](CN(C)CC1=CC=CC=C1)NC(OC(C)(C)C)=O)=O